FC=1C=CC(NC1)=O 5-fluoropyridin-one